C1(=CC=CC=C1)O[Se](O)(=O)=O Phenylselenoic acid